CN(C/C=C/C(=O)N1CCOC2=C3C(=NC=NC3=CC=C21)NC2=CC=C(C=C2)OC2=C(C=CC(=C2)Cl)F)C (E)-4-(dimethylamino)-1-(10-((4-(5-chloro-2-fluorophenoxy)phenyl)amino)-2,3-dihydro-4H-[1,4]oxazino[2,3-f]quinazolin-4-yl)but-2-en-1-one